methyl (2s,5r)-1-(tert-butyloxycarbonyl)-5-(phenylmethyloxyamino)-piperidine-2-carboxylate C(C)(C)(C)OC(=O)N1[C@@H](CC[C@H](C1)NOCC1=CC=CC=C1)C(=O)OC